OC1=C(C=CC(=C1)N)C=1OC2=C(N1)C=C(C=C2)N 2-(2-Hydroxy-4-aminophenyl)-5-aminobenzoxazole